3-(3-Nitropyrazol-1-yl)propan-1-ol [N+](=O)([O-])C1=NN(C=C1)CCCO